5,8-dimethoxy-(1,2,4)triazolo-(1,5-c)pyrimidin-2-amine COC1=NC=C(C=2N1N=C(N2)N)OC